N1=C(C=CC=C1)C#CC=1C=C(C=CC1)NC(=O)C1=CC=C(C=C1)NC(=O)N1CCOCC1 N-(4-((3-(PYRIDIN-2-YLETHYNYL)PHENYL)CARBAMOYL)PHENYL)MORPHOLINE-4-CARBOXAMIDE